BrC1=CSC2=C1N=C(N=C2)NC2=CC(=C(C(=C2)OC)OC)OC 7-bromo-N-(3,4,5-trimethoxyphenyl)thieno[3,2-d]pyrimidin-2-amine